FC1=C(C=CC=C1)C1=CC(=CN1S(=O)(=O)C=1C=NC=CC1)CN(CC1=CN(C(=C1)C1=C(C=CC=C1)F)S(=O)(=O)C=1C=NC=CC1)C N,N-di((5-(2-fluorophenyl)-1-(pyridin-3-ylsulfonyl)-1H-pyrrol-3-yl)-methyl)methylamine